1-(2,2-DIMETHYLPROPANOYL)-1H-PYRROL-2-YLBORONIC ACID CC(C(=O)N1C(=CC=C1)B(O)O)(C)C